2-[(2-ethyl-1,3-thiazol-5-yl)methyl]-6-(2-propoxypyrimidin-5-yl)pyridazine-3-one C(C)C=1SC(=CN1)CN1N=C(C=CC1=O)C=1C=NC(=NC1)OCCC